C[Si](C[Li])(C)C trimethyl-silyl-methyl-lithium